2-(4-(bicyclo[2.2.1]heptan-1-yl)phenyl)-4-chloro-6-phenyl-1,3,5-triazine C12(CCC(CC1)C2)C2=CC=C(C=C2)C2=NC(=NC(=N2)Cl)C2=CC=CC=C2